CSC1=C(C(=NS1)SC)C(=O)NC(=O)NNC2=CC(=C(C=C2)F)Cl The molecule is a dicarboximide that consists of semicarbazide in which the formyl hydrogen is substituted by a 3,5-bis(methylthio)1,2-thiazol-4-yl group and one of the hydrogens from the NH2 function is substituted by a 3-chloro-4-fluorophenyl group. It is an organochlorine compound, an organofluorine compound, a member of 1,2-thiazoles, a dicarboximide and a methyl sulfide. It derives from a semicarbazide.